N(=C=O)[C@H](C(=O)OCC)CCCCN=C=O ethyl L-2,6-diisocyanatohexanoate